(2-CHLORO-4-FORMYL-6-METHOXYPHENOXY)ACETIC ACID ClC1=C(OCC(=O)O)C(=CC(=C1)C=O)OC